monomethoxypropionaldehyde COC(C=O)C